FC1=CC=C(C=C1)C(=O)N[C@@H](CCC(=O)OC)C(=O)N1CCN(CC1)S(=O)(=O)C Methyl (4S)-4-[(4-fluorophenyl)formamido]-5-(4-methanesulfonylpiperazin-1-yl)-5-oxopentanoate